4-(2-cyano-6-methylphenyl)-3-(2-methoxyethoxy)-2-oxo-2H-pyran-6-carboxylic acid C(#N)C1=C(C(=CC=C1)C)C1=C(C(OC(=C1)C(=O)O)=O)OCCOC